CC(C)C dimethylethan